C(C)N1C=2C3=CN=C(C(O[C@@H](C4=CC(=CC=C4C=4SN=CC4CC2N=N1)F)C)=C3)N (19R)-3-ethyl-16-fluoro-19-methyl-20-oxa-11-thia-3,4,5,10,23-pentaazapentacyclo[19.3.1.02,6.08,12.013,18]pentacosa-1(24),2(6),4,8(12),9,13,15,17,21(25),22-decaen-22-amine